C(C)(C)N1N=CC(=C1)C(=O)NC1=CC2=C(C=N1)C=C(N2)C2=NC(=NC=C2)NCC(F)(F)F 1-isopropyl-N-(2-(2-(2,2,2-trifluoroethylamino)pyrimidin-4-yl)-1H-pyrrolo[3,2-c]pyridin-6-yl)-1H-pyrazole-4-carboxamide